ClC1=NC(=CC(=C1)NC(C(C1=CC=C(C=C1)C=1N=NN(N1)C)C1CC(CC1)(F)F)=O)Cl N-(2,6-Dichloropyridin-4-yl)-2-(3,3-difluorocyclopentyl)-2-(4-(2-methyl-2H-tetrazol-5-yl)phenyl)acetamide